deoxy-N,N-dimethyl-3'-[(O-methyl-L-tyrosyl)amino]Adenosine CN(C=1C=2N=CN([C@H]3C[C@](O)([C@@H](CO)O3)NC([C@@H](N)CC3=CC=C(C=C3)OC)=O)C2N=CN1)C